1-(3-(5-(2-fluoro-6-methoxyphenyl)-2H-indazol-2-yl)piperidin-1-yl)prop-2-en-1-one tert-butyl-(1-(4-bromo-3-hydroxy-5-methoxyphenyl)piperidin-4-yl)carbamate C(C)(C)(C)N(C(O)=O)C1CCN(CC1)C1=CC(=C(C(=C1)OC)Br)O.FC1=C(C(=CC=C1)OC)C1=CC2=CN(N=C2C=C1)C1CN(CCC1)C(C=C)=O